C(C1=CC=C(C(C)C)C=C1)=NN cuminaldehyde hydrazone